C(C)OC(=O)C1=C(C=NN1CC1=CC=C(C=C1)OC)C=O 4-formyl-1-(4-methoxybenzyl)-1H-pyrazole-5-carboxylic acid ethyl ester